FC1=C(C(=CC=C1C(=O)C1=CNC2=NC=C(C=C21)C2=CC=C(C=C2)S(=O)(=N)C)F)NS(=O)(=O)CCC N-(2,6-difluoro-3-(5-(4-(S-methylsulfonimidoyl)phenyl)-1H-pyrrolo[2,3-b]pyridine-3-carbonyl)phenyl)propane-1-sulfonamide